C(C1=CC=CC=C1)OC=1C=C2C(NC=NC2=CC1Br)=O 6-(benzyloxy)-7-bromo-3,4-dihydroquinazolin-4-one